sec-butyl-tert-butyliodosilane C(C)(CC)[SiH](I)C(C)(C)C